(((benzyloxy) carbonyl) amino)-6-fluoroazacycloheptane-1-carboxylate C(C1=CC=CC=C1)OC(=O)NC1N(CC(CCC1)F)C(=O)[O-]